CN1C2=C(OC[C@@H](C1=O)NC(C1=NC=CC(=C1)OC1=CC=CC=C1)=O)C=CC(=C2)C#CC2(COC2)N[C@@H](C)C(=O)[O-] 3-(((S)-5-Methyl-4-oxo-3-(4-phenoxypicolinamido)-2,3,4,5-tetrahydrobenzo[b][1,4]oxazepin-7-yl)ethynyl)oxetan-3-yl-L-alaninat